C(C)(C)(C)OC(=O)N[C@H](C(=O)N1CC2(CC2)C[C@H]1C(=O)O)C(C)(C)C (S)-5-((S)-2-((tert-butoxycarbonyl)amino)-3,3-dimethylbutanoyl)-5-azaspiro[2.4]heptane-6-carboxylic acid